(1-benzyl-3-(4-(trifluoromethyl)phenyl)-4,6-dihydropyrrolo[3,4-c]pyrazol-5(1H)-yl)(3-(3-hydroxyoxetan-3-yl)phenyl)methanone C(C1=CC=CC=C1)N1N=C(C2=C1CN(C2)C(=O)C2=CC(=CC=C2)C2(COC2)O)C2=CC=C(C=C2)C(F)(F)F